C(C1=CC=CC=C1)OC([C@H](C(C)C)N1CC2(CCN(C2)C(=O)OCCCC)CC1)=O butyl 7-((S)-1-(benzyloxy)-3-methyl-1-oxobutan-2-yl)-2,7-diazaspiro[4.4]nonane-2-carboxylate